2-(4-OXO-3,4-DIHYDROBENZO[B][1,4]THIAZEPIN-5(2H)-YL)-N-(5-(PYRIDIN-2-YL)-4H-1,2,4-TRIAZOL-3-YL)ACETAMIDE O=C1N(C2=C(SCC1)C=CC=C2)CC(=O)NC2=NN=C(N2)C2=NC=CC=C2